(R)-1-(2-methylpyridin-3-yl)ethyl (1-methyl-4-(6-methyl-5-(methylsulfonamido) pyridin-2-yl)-1H-1,2,3-triazol-5-yl)carbamate CN1N=NC(=C1NC(O[C@H](C)C=1C(=NC=CC1)C)=O)C1=NC(=C(C=C1)NS(=O)(=O)C)C